C(C=C)N1CCN(CC1)C1=C(C=C(C(=C1)OC)NC1=NC=NC(=C1)N1OCC[C@@H]1C1=CC(=CC=C1)OCC1=CC(=CC=C1)F)NC(C=C)=O (R)-N-(2-(4-allylpiperazin-1-yl)-5-((6-(3-(3-((3-fluorobenzyl)oxy)phenyl)isoxazolidin-2-yl)pyrimidin-4-yl)amino)-4-methoxyphenyl)acrylamide